3-(hydroxyazepan-1-yl)phthalazin-1(2H)-one OC1N(CCCCC1)N1NC(C2=CC=CC=C2C1)=O